N1-(2,6-dibenzyl-oxy-3-pyridyl)-3-iodo-benzene-1,2-diamine C(C1=CC=CC=C1)OC1=NC(=CC=C1NC=1C(=C(C=CC1)I)N)OCC1=CC=CC=C1